(3S,4R,5R)-4-[(Tert-butyldimethylsilyl)oxy]-5-{[(tert-butyldimethylsilyl)oxy]methyl}-3-fluorooxolan-2-one [Si](C)(C)(C(C)(C)C)O[C@H]1[C@@H](C(O[C@@H]1CO[Si](C)(C)C(C)(C)C)=O)F